CC1(CCN(CC1)C1=NC=2C(=CC(=CC2C=2N1C=CN2)C)C(C)=O)C 1-(5-(4,4-dimethylpiperidin-1-yl)-9-methylimidazo[1,2-c]quinazolin-7-yl)ethan-1-one